2-(4-chloro-5-fluoro-2-(methoxymethoxy)phenyl)-4,4,5,5-tetramethyl-1,3,2-dioxaborolan ClC1=CC(=C(C=C1F)B1OC(C(O1)(C)C)(C)C)OCOC